Diazasilol C1=C[Si]=NN1